N[C@H]1C(N(C=2N(CC1)N=C(C2)[C@@H]2C(C2)(F)F)C)=O (R)-6-amino-2-((R)-2,2-difluorocyclopropyl)-4-methyl-7,8-dihydro-4H-pyrazolo[1,5-a][1,3]diazepin-5(6H)-one